N-{2-ethoxy-4-(4,4,5,5-tetramethyl-1,3,2-dioxaborolan-2-yl)phenyl}acetamide C(C)OC1=C(C=CC(=C1)B1OC(C(O1)(C)C)(C)C)NC(C)=O